C1(CC1)S(=O)(=O)N1N=CC(=C1)C1=NC=CC(=N1)NC1=NC=C(C(=C1)N1CCC(CC1)NCCF)C#CC=1C=NN(C1)CCCN(C)C 2-(1-(Cyclopropylsulfonyl)-1H-pyrazol-4-yl)-N-(5-((1-(3-(dimethyl-amino)propyl)-1H-pyrazol-4-yl)ethynyl)-4-(4-((2-fluoroethyl)amino)piperidin-1-yl)pyridin-2-yl)pyrimidin-4-amine